N-[5-(2-{[5-(trifluoromethyl)pyridin-3-yl]oxy}ethyl)-1H-indol-3-yl]acetamide FC(C=1C=C(C=NC1)OCCC=1C=C2C(=CNC2=CC1)NC(C)=O)(F)F